(5-amino-8-(1-methyl-6-oxo-1,6-dihydropyridin-3-yl)-2-((5-(pyrimidin-2-yl)-1H-tetrazol-1-yl)methyl)-[1,2,4]triazolo[1,5-c]pyrimidin-7-yl)benzonitrile NC1=NC(=C(C=2N1N=C(N2)CN2N=NN=C2C2=NC=CC=N2)C2=CN(C(C=C2)=O)C)C2=C(C#N)C=CC=C2